ClC=1C=C(C(=NC1)N1C([C@@H](N(C(C1)=O)CC1=CC=C(C=C1)Cl)C1CC(C1)O)=O)F (S)-1-(5-chloro-3-fluoro-pyridin-2-yl)-4-(4-chloro-benzyl)-3-((1r,3S)-3-hydroxycyclobutyl)-piperazine-2,5-dione